pentaerythritol tetra(2-mercapto acetate) SCC(=O)OCC(COC(CS)=O)(COC(CS)=O)COC(CS)=O